OC(CC(=O)O)(CC(=O)O)C(=O)O.C1(CC1)N1C=C(C(C2=CC(=C(C(=C12)F)C=1C=C2CCN(C2=CC1)CC=1C(=NC(=NC1)N)N)F)=O)C(=O)OCC Ethyl 1-cyclopropyl-7-(1-((2,4-diaminopyrimidin-5-yl)methyl)indolin-5-yl)-6,8-difluoro-4-oxo-1,4-dihydroquinoline-3-carboxylate 2-hydroxypropane-1,2,3-tricarboxylate